CC1=CC2=C(NC(CCN2)=O)C=C1 7-methyl-1,3,4,5-tetrahydro-2H-benzo[b][1,4]diazepin-2-one